C1(=CC=CC=C1)C(CCCCCOB([O-])[O-])(C1=CC=CC=C1)C1=CC=CC=C1.C(CCC)[N+](CCCC)(CCCC)CCCC.C(CCC)[N+](CCCC)(CCCC)CCCC Tetrabutylammonium Triphenylhexylborat